(R)-5-(benzyloxy)-2-(tert-butoxycarbonyl)-5-oxopentanoic acid C(C1=CC=CC=C1)OC(CC[C@H](C(=O)O)C(=O)OC(C)(C)C)=O